C1(CC1)C1=NC(=CC(=N1)C=O)C 2-CYCLOPROPYL-6-METHYLPYRIMIDINE-4-CARBALDEHYDE